NC=1C=CC(=C(CNC(CCCO[Si](C2=CC=CC=C2)(C2=CC=CC=C2)C(C)(C)C)=O)C1)N1CCN(CC1)C N-(5-Amino-2-(4-methylpiperazin-1-yl)benzyl)-4-((tert-butyldiphenylsilyl)oxy)butanamide